(1-(5-((2-(trifluoromethoxy)phenyl)thio)pyrazin-2-yl)piperidin-4-yl)methylamine FC(OC1=C(C=CC=C1)SC=1N=CC(=NC1)N1CCC(CC1)CN)(F)F